N-(3-(7-(5-chloro-2-fluorophenyl)-5-(trifluoromethyl)-2,3-dihydro-1H-pyrido[3,4-b][1,4]oxazin-1-yl)phenyl)-3-(4-methylpiperazin-1-yl)propanamide ClC=1C=CC(=C(C1)C1=CC2=C(OCCN2C=2C=C(C=CC2)NC(CCN2CCN(CC2)C)=O)C(=N1)C(F)(F)F)F